α-ergostenol C[C@H](CC[C@H](C)C(C)C)[C@H]1CCC2=C3CC[C@H]4C[C@H](CC[C@@]4([C@H]3CC[C@]12C)C)O